trans-2-cyano-N-(4-(2-methoxyethoxy)-2-(thiazol-5-yl)quinolin-6-yl)cyclopropane-1-carboxamide C(#N)[C@H]1[C@@H](C1)C(=O)NC=1C=C2C(=CC(=NC2=CC1)C1=CN=CS1)OCCOC